CN1C2=CC(=C(C=C2N=C(C1=O)CCN3C(=O)N=NC3=O)OC)OC 4-[2-(6,7-dimethoxy-4-methyl-3-oxo-3,4-dihydroquinoxalinyl)ethyl]-1,2,4-triazoline-3,5-dione